O[C@H]1CNCC[C@@H]1CNC=1C(=NNC1)C(C)C ((((3R,4R)-3-hydroxypiperidin-4-yl)methyl)amino)-3-isopropylpyrazole